FC(C1=NN(C=C1)C1=NC(=NC(=N1)NC(C(F)(F)F)C)NC(C(F)(F)F)C)(F)F 6-(3-(Trifluoromethyl)-1H-pyrazol-1-yl)-N2,N4-bis(1,1,1-trifluoropropan-2-yl)-1,3,5-triazine-2,4-diamine